BrC=1C(=C(C=C(C1)C)C(CC(=O)C1CCC(CC1)(F)F)=O)O (3-bromo-2-hydroxy-5-methylphenyl)-3-(4,4-difluorocyclohexyl)propane-1,3-dione